(2S,4R)-1-((S)-2-amino-3,3-dimethylbutyryl)-4-hydroxyoxy-N-((S)-1-(naphth-2-yl)ethyl)pyrrolidine-2-carboxamide N[C@H](C(=O)N1[C@@H](C[C@H](C1)OO)C(=O)N[C@@H](C)C1=CC2=CC=CC=C2C=C1)C(C)(C)C